CS(=O)(=O)N1CC(OCC1)C(=O)N 4-(methylsulfonyl)morpholine-2-carboxamide